tert-butyl 3-(6-(4-fluorophenyl)-4-(1H-pyrazol-3-yl) pyridin-3-yl)pyrrolidine-1-carboxylate FC1=CC=C(C=C1)C1=CC(=C(C=N1)C1CN(CC1)C(=O)OC(C)(C)C)C1=NNC=C1